4,4'-(((4-(Ethylcarbamoyl)pyridine-2,6-diyl)bis(1H-1,2,3-triazole-4,1-diyl))bis(4,1-phenylene))dibutyric acid C(C)NC(=O)C1=CC(=NC(=C1)C=1N=NN(C1)C1=CC=C(C=C1)CCCC(=O)O)C=1N=NN(C1)C1=CC=C(C=C1)CCCC(=O)O